tert-Butyl 3-(benzyloxy)-4-cyano-4-hydroxypiperidine-1-carboxylate C(C1=CC=CC=C1)OC1CN(CCC1(O)C#N)C(=O)OC(C)(C)C